(R)-2-amino-1-phenylethylamine NC[C@@H](C1=CC=CC=C1)N